C(#N)C1CC(C1)NC(C1=NC(=C(C=C1)N1CCN(CC1)CC1=CC=2C3=C(N(C(NC3=C1F)=O)CC)N=CN2)C)=O N-((1r,3r)-3-cyanocyclobutyl)-5-(4-((3-ethyl-9-fluoro-2-oxo-2,3-dihydro-1H-pyrimido[4,5,6-de]quinazolin-8-yl)methyl)piperazin-1-yl)-6-methylpicolinamide